2-(1-(4-nitrophenyl)piperidin-3-yl)propan-2-ol [N+](=O)([O-])C1=CC=C(C=C1)N1CC(CCC1)C(C)(C)O